triisopropyl-[1-[6-(trifluoromethyl)pyrimidin-4-yl]pyrazol-4-yl]sulfanyl-silane C(C)(C)[Si](SC=1C=NN(C1)C1=NC=NC(=C1)C(F)(F)F)(C(C)C)C(C)C